5-bromo-2-[6-[(3R)-3-(tert-butylamino)pyrrolidin-1-yl]pyridazin-3-yl]pyridin-3-ol BrC=1C=C(C(=NC1)C=1N=NC(=CC1)N1C[C@@H](CC1)NC(C)(C)C)O